OC1=NC(=NC=C1C(=O)NCC(=O)O)NS(=O)(=O)C1=CC=C(C=C1)C(F)(F)F 2-(4-hydroxy-2-(4-(trifluoromethyl)benzenesulfonamido)pyrimidine-5-carboxamido)acetic acid